CC=1C=CC(=C(N)C1)COCC1=CC=C(C=C1)OC(F)(F)F 5-methyl-2-(((4-(trifluoromethoxy)benzyl)oxy)methyl)aniline